1-benzoylamino-4-methyl-1,2,3-triazole C(C1=CC=CC=C1)(=O)NN1N=NC(=C1)C